1-(2,4-difluorophenyl)-6,7,8-trifluoro-1,4-dihydro-4-oxoquinoline-3-carboxylic acid FC1=C(C=CC(=C1)F)N1C=C(C(C2=CC(=C(C(=C12)F)F)F)=O)C(=O)O